C(C1=CC=CC=C1)OC=1C=CC(=NC1C1OCCO1)CN1CCN(CC1)C1=NC=CC=N1 2-(4-((5-(benzyloxy)-6-(1,3-dioxolan-2-yl)pyridin-2-yl)methyl)piperazin-1-yl)pyrimidine